5-Hydroxy-N-(isoxazol-4-yl)-1-methyl-6-oxo-2-(1,1,1-trifluoro-3,3-diphenyl-propan-2-yl)-1,6-dihydropyrimidine-4-carboxamide OC1=C(N=C(N(C1=O)C)C(C(F)(F)F)C(C1=CC=CC=C1)C1=CC=CC=C1)C(=O)NC=1C=NOC1